COCCN1C(CN2C(CC1)=CC(=N2)NC2=NC=C1CCN(CC1=C2)C(=O)OC(C)(C)C)=O tert-butyl 7-{[6-(2-methoxyethyl)-7-oxo-4H,5H,6H,7H,8H-pyrazolo[1,5-d][1,4]diazepin-2-yl] amino}-1,2,3,4-tetrahydro-2,6-naphthyridine-2-carboxylate